FC(OC1=C(C(=O)NC=2C=C3C=4CC(CCC4NC3=CC2)CN(CC)CC)C=CC=C1)(F)F 6-(2-trifluoromethoxybenzoyl)amino-3-(diethyl)aminomethyl-1,2,3,4-tetrahydro-9H-carbazole